tert-butyl 6-(3-(4-(methoxycarbonyl)phenyl)-5-methyl-1H-pyrazol-1-yl)-2-azaspiro[3.3]heptane-2-carboxylate COC(=O)C1=CC=C(C=C1)C1=NN(C(=C1)C)C1CC2(CN(C2)C(=O)OC(C)(C)C)C1